OC1=C2C=CC(NC2=CC=C1O)=O 5,6-dihydroxyquinolone